ClC=1C(=NC=C(C1CC)Cl)C#N 3,5-dichloro-4-ethyl-pyridine-2-carbonitrile